C(C)(C)(C)OC(=O)NCC1(CCN(CC1)C=1N=CC(=NC1)SC1=C2C(=CN(C2=CC=C1)C1CCN(CC1)C(=O)OCC[Si](C)(C)C)F)C 2-(trimethylsilyl)ethyl 4-(4-((5-(4-(((tert-butoxycarbonyl)amino)methyl)-4-methylpiperidin-1-yl)pyrazin-2-yl)thio)-3-fluoro-1H-indol-1-yl)piperidine-1-carboxylate